C1(CCCCC1)C(OC(C=O)(C1CCCCC1)C1CCCCC1)(C=O)C1CCCCC1 tetra-cyclohexyl-3-oxaglutaraldehyde